2-amino-5-iodothiazole-4-carbonitrile NC=1SC(=C(N1)C#N)I